(1R)-1-[3-(2-cyclopropyl-4-pyridinyl)isoxazol-5-yl]Ethylamine C1(CC1)C1=NC=CC(=C1)C1=NOC(=C1)[C@@H](C)N